CC(COO)(C#CC(C)(C(C)(C)C)C)C(C)(C)C 2,5-dimethyl-2,5-di-t-butyl-peroxylhexyne